C(#N)C=1C=C(C=NC1OC(F)F)NC(=O)NC1=C(C=2N(N=C1)C=C(N2)C)C(C)C N-(5-cyano-6-(difluoromethoxy)pyridin-3-yl)-N'-(2-methyl-8-(propan-2-yl)imidazo[1,2-b]pyridazin-7-yl)urea